FC1=CC=C2CCC[C@@H](C2=C1)NC1=CC(N(C(N1)=O)C(C)C)=O (S)-6-((7-fluoro-(1,2,3,4-tetrahydronaphthyl))amino)-3-isopropylpyrimidine-2,4(1h,3h)-dione